COC(C(C)C1=CC(=C(C=C1)F)F)=O.CC(CCC[SiH](Cl)C=CC)C (4-methylpentyl)methylvinylchlorosilane Methyl-2-(3,4-difluorophenyl)propanoate